O1CC(CC1)CO[C@H]1COC2=CC=CC=C2[C@@H]1NC=1C2=C(N=CN1)NC(=C2)C(F)(F)F N-((3R,4S)-3-((tetrahydrofuran-3-yl)methoxy)chroman-4-yl)-6-(trifluoromethyl)-7H-pyrrolo[2,3-d]pyrimidin-4-amine